[Hg]=[Se] mercury selenide